COC1=C(C=O)C=CC(=C1)OC 2,4-dimethoxy-benzaldehyde